N-((1S)-(4,4-difluorocyclohexyl)(7-(dimethylamino)-6-(((5R)-2-oxo-5-(trifluoromethyl)piperidin-3-yl)methyl)imidazo[1,2-b]pyridazin-2-yl)methyl)-1-ethyl-1H-pyrazole-5-carboxamide FC1(CCC(CC1)[C@H](NC(=O)C1=CC=NN1CC)C=1N=C2N(N=C(C(=C2)N(C)C)CC2C(NC[C@@H](C2)C(F)(F)F)=O)C1)F